ClC1=CC=NC2=CC(=C(C=C12)C(=O)OC)OCCN1CCN(CC1)C methyl 4-chloro-7-[2-(4-methylpiperazin-1-yl)ethoxy]quinoline-6-carboxylate